2-(5'-bromo-4'-chloro-1'-(4-methoxybenzyl)-1',2'-dihydrospiro[cyclopentane-1,3'-pyrrolo[2,3-b]pyridin]-3-ylidene)acetonitrile BrC=1C(=C2C(=NC1)N(CC21CC(CC1)=CC#N)CC1=CC=C(C=C1)OC)Cl